bis(diethoxychlorosilyl)ethane C(C)O[Si](Cl)(OCC)C(C)[Si](OCC)(OCC)Cl